NC(CCN(C)C)C1=C(C(=CC=C1F)Br)F [3-amino-3-(3-bromo-2,6-difluorophenyl)propyl]dimethylamine